NC1=NC=CC=C1O 2-Amino-3-hydroxypyridin